BrC1=C(C=C(C(=O)OC)C=C1OS(=O)(=O)C1=CC=C(C)C=C1)OS(=O)(=O)C1=CC=C(C)C=C1 Methyl 4-bromo-3,5-bis(tosyloxy)benzoate